CN1C=C(C2=CC=C(C=C12)C(=O)O)N1C(CCCC1)=O 1-methyl-3-(2-oxopiperidin-1-yl)-1H-indole-6-carboxylic acid